NCC1=CC2=C(N(C(=N2)CN2C(N(C3=C2C=C(C=C3)F)C)=O)CCCS(=O)(=O)C)C=C1 3-((5-(aminomethyl)-1-(3-(methylsulfonyl)propyl)-1H-benzo[d]imidazol-2-yl)methyl)-5-fluoro-1-methyl-1,3-dihydro-2H-benzo[d]imidazol-2-one